C(CCCCCCCCCCCC)(=O)OC1=CC=CC=C1 phenyl tridecanoate